C(C)(C)(C)OC(=O)NC(C(=O)OCCN)C(C)C 2-Aminoethyl 2-((tert-butoxycarbonyl) amino)-3-methylbutanoate